2-Cyanoacetamide C(#N)CC(=O)N